(2-((1-Methylazetidin-3-yl)amino)-6-(trifluoromethyl)pyridin-4-yl)carbamic acid tert-butyl ester C(C)(C)(C)OC(NC1=CC(=NC(=C1)C(F)(F)F)NC1CN(C1)C)=O